1-bromo-4-(prop-1-en-2-yl)benzene BrC1=CC=C(C=C1)C(=C)C